NC\C=C(\CN1N=NC2=C1C=C(C=C2C2=C(C=CC(=C2)S(N(CC)CC)(=O)=O)OC)C(=O)NOC)/F (Z)-1-(4-amino-2-fluorobut-2-en-1-yl)-4-(5-(N,N-diethylsulfamoyl)-2-methoxyphenyl)-N-methoxy-1H-benzo[d][1,2,3]triazole-6-carboxamide